N1C=C(C=2C1=CN=CC2)\C=C/2\C(N(C(N2)=O)C(C)C)=O (Z)-5-((1H-pyrrolo[2,3-c]pyridin-3-yl)methylene)-3-isopropylimidazolidine-2,4-dione